ClC=1C=C(C=NC1N1N=CC=N1)NC(=O)C=1C=NN(C1C(F)(F)F)C1=C2C=CN=C(C2=CC=C1)OC N-(5-chloro-6-(2H-1,2,3-triazol-2-yl)pyridin-3-yl)-1-(1-methoxyisoquinolin-5-yl)-5-(trifluoromethyl)-1H-pyrazole-4-carboxamide